CN1C(=NN=C1)C1(CC(C1)OC(F)(F)F)C=1C=C(C=CC1)N1C(C2=CC(=CC(=C2C1)C(F)(F)F)CNC1(CCC1)C)=O 2-(3-((1r,3r)-1-(4-methyl-4H-1,2,4-triazol-3-yl)-3-(trifluoromethoxy)cyclobutyl)-phenyl)-6-(((1-methylcyclobutyl)amino)methyl)-4-(trifluoromethyl)isoindolin-1-one